5-(5-((3-aminobicyclo[1.1.1]pentan-1-yl)methoxy)-1H-indol-1-yl)-3-chloro-2-(2-chloroethoxy)benzonitrile NC12CC(C1)(C2)COC=2C=C1C=CN(C1=CC2)C=2C=C(C(=C(C#N)C2)OCCCl)Cl